2-methyl-9,10-bis(n-octyloxy)anthracene CC1=CC2=C(C3=CC=CC=C3C(=C2C=C1)OCCCCCCCC)OCCCCCCCC